1,2-DIHYDRO-6,7-DIMETHYL-2-OXO-3-QUINOLINECARBOXALDEHYDE CC=1C=C2C=C(C(NC2=CC1C)=O)C=O